4-cyano-4-cyclopropyl-1-(4-methoxybenzyl)-5-oxopyrrolidine-3-carboxylic acid C(#N)C1(C(CN(C1=O)CC1=CC=C(C=C1)OC)C(=O)O)C1CC1